COC=1C=C2CCN(C(C2=CC1NC(=N)N)CCC1=CNC2=CC=C(C=C12)OC)C(=O)N1CCOCC1 1-(6-methoxy-1-(2-(5-methoxy-1H-indol-3-yl)ethyl)-2-(morpholin-4-carbonyl)-1,2,3,4-tetrahydroisoquinolin-7-yl)guanidine